1-[3-(1-hydroxyethyl)-6-[5-[[6-(oxetan-3-yl)pyridazin-3-yl]amino]benzimidazol-1-yl]-2-pyridyl]-5-methyl-pyrazole-3-carbonitrile OC(C)C=1C(=NC(=CC1)N1C=NC2=C1C=CC(=C2)NC=2N=NC(=CC2)C2COC2)N2N=C(C=C2C)C#N